BrC1=CC(=C(C=C1)S(=O)(=O)N1CCC(CC1)(C(=O)OCC)F)I ethyl 1-(4-bromo-2-iodo-phenyl)sulfonyl-4-fluoro-piperidine-4-carboxylate